N[C@@H]1[C@@H](CN(CC1)C(=O)OC(C)(C)C)F |r| rac-tert-butyl (3R,4S)-4-amino-3-fluoropiperidine-1-carboxylate